tert-butyl 2-(4-bromopyridin-2-yl)-3,4,6,7-tetrahydro-5H-imidazo[4,5-c]pyridine-5-carboxylate BrC1=CC(=NC=C1)C1=NC2=C(CN(CC2)C(=O)OC(C)(C)C)N1